(S)-4-(trifluoroacetyl)-3-ethylpiperazine-1-carboxylic acid tert-butyl ester C(C)(C)(C)OC(=O)N1C[C@@H](N(CC1)C(C(F)(F)F)=O)CC